CN1CCC(CC1)C(=O)OCCOCCOCCOCCOCC(COCCCCCCCC(OCCCCCCCCC)=O)OCCCCCCCC(=O)OCCCCCCCCC 2-[2-[2-[2-[2,3-bis(8-nonoxy-8-oxo-octoxy)propoxy]ethoxy]ethoxy]ethoxy]ethyl 1-methylpiperidine-4-carboxylate